tert-butyl 4-(2-bromo-4-iodo-phenyl)-3,6-dihydro-2H-pyridine-1-carboxylate BrC1=C(C=CC(=C1)I)C=1CCN(CC1)C(=O)OC(C)(C)C